S1C(=CC=C1)OC=1C=C(C(C#N)=CC1)C#N 4-(thien-2-yloxy)phthalonitrile